5-Chloro-3-(5-cyclopropylisoxazol-3-yl)-1-ethyl-1H-pyrazole-4-carbaldehyde ClC1=C(C(=NN1CC)C1=NOC(=C1)C1CC1)C=O